magnesium ethyl (2,2,2-trifluoroethyl) phosphate P(=O)(OCC)(OCC(F)(F)F)[O-].[Mg+2].C(C)OP(=O)(OCC(F)(F)F)[O-]